10-(2-(4-fluorophenyl)indol-3-yl)-10H-phenothiazine FC1=CC=C(C=C1)C=1NC2=CC=CC=C2C1N1C2=CC=CC=C2SC=2C=CC=CC12